N(=[N+]=[N-])CCOCCOCCOCCN 2-(2-(2-(2-azidoethoxy)ethoxy)ethoxy)ethan-1-amine